(R)-1-(2-(N-(4-(5-(difluoromethyl)-1,3,4-oxadiazol-2-yl)benzyl)-N-phenylsulfamoyl)ethyl)pyrrolidine-2-carboxamide FC(C1=NN=C(O1)C1=CC=C(CN(S(=O)(=O)CCN2[C@H](CCC2)C(=O)N)C2=CC=CC=C2)C=C1)F